NC1=NC=C(C=C1C1=CC=C(C=C1)O)C1=CC=C(C=C1)S(=O)(=O)C 4-[2-amino-5-(4-methylsulfonylphenyl)-3-pyridyl]phenol